ethyl (3S,4R)-4-amino-3-hydroxypiperidin-1-carboxylate N[C@H]1[C@H](CN(CC1)C(=O)OCC)O